1-(1-(6-chloro-4-oxo-3,4-dihydrophthalazin-1-yl)ethyl)-1-isobutylurea ClC=1C=C2C(NN=C(C2=CC1)C(C)N(C(=O)N)CC(C)C)=O